5-Chlorosulfonyl-3-cyclopropyl-7,8-dihydro-6H-cyclopenta[g]Isoquinoline-7-carboxylic acid hydrochloride Cl.ClS(=O)(=O)C1=C2C=C(N=CC2=CC2=C1CC(C2)C(=O)O)C2CC2